furo[3,4-f]pyrrolo[3',2':5,6]pyrido[2,3-b][1,4]oxazepine N=1C=CC2=CC=3C(OC=4C(=CN3)COC4)=NC21